(6aR,7R,10aS)-2-(2-fluoropyridin-4-yl)-9-cyano-4-methoxy-7,10a-dimethyl-5,6a,7,10a-tetrahydrobenzo[H]quinazolin-8(6H)-one FC1=NC=CC(=C1)C1=NC=2[C@]3([C@H](CCC2C(=N1)OC)[C@H](C(C(=C3)C#N)=O)C)C